C(#N)CCNC(=O)C1=CC(=NN1[C@@H](C)C1=CC=CC=C1)C(=O)NC (S)-N5-(2-Cyanoethyl)-N3-methyl-1-(1-phenylethyl)-1H-pyrazole-3,5-dicarboxamide